CSC1=CC=C(CNC(=O)[C@@H]2CN(CCC2)C=2C3=C(N=CN2)C=C(N3)C3=CC=C(C=C3)C(F)(F)F)C=C1 (S)-N-(4-(methylthio)benzyl)-1-(6-(4-(trifluoromethyl)phenyl)-5H-pyrrolo[3,2-d]pyrimidin-4-yl)piperidine-3-carboxamide